Methyl 4-(3-bromopropoxy)-2-methylbenzoate BrCCCOC1=CC(=C(C(=O)OC)C=C1)C